3-(bis(2,2-dimethyl-1,3-dioxan-4-yl)methoxy)-N,N-diethylpropan-1-amine CC1(OCCC(O1)C(OCCCN(CC)CC)C1OC(OCC1)(C)C)C